FC(OC=1C=C(C=CC1)C12C(OCC(N1)=O)CCCC2)(F)F 4a-(3-(trifluoromethoxy)phenyl)hexahydro-2H-benzo[b][1,4]oxazin-3(4H)-one